4-((R)-3-((cyclobutylmethyl)amino)piperidin-1-yl)-1-(1-(4-(5-(dimethylamino)pyridin-3-yl)-1H-imidazol-1-yl)ethyl)pyridin-2(1H)-one C1(CCC1)CN[C@H]1CN(CCC1)C1=CC(N(C=C1)C(C)N1C=NC(=C1)C=1C=NC=C(C1)N(C)C)=O